N-(1-benzylpiperidin-4-yl)-6,7-dimethoxy-2-(4-methylperhydro-1,4-diazepin-1-yl)quinazolin-4-amine C(C1=CC=CC=C1)N1CCC(CC1)NC1=NC(=NC2=CC(=C(C=C12)OC)OC)N1CCN(CCC1)C